The molecule is a member of indoles, a member of pyrroles and a member of maleimides. It has a role as a metabolite. C1=CC2=C(C=C1Br)NC=C2C3=C(C(=O)NC3=O)C4=CN=CN4